(2S)-2-[(1,3-Dithiacyclohex-2-yl)methyl]-1,4-dioxane S1C(SCCC1)C[C@@H]1OCCOC1